4-[(3-Amino-1-methyl-1H-pyrazol-4-ylmethyl)-amino]-piperidine-1-carboxylic acid tert-butyl ester C(C)(C)(C)OC(=O)N1CCC(CC1)NCC=1C(=NN(C1)C)N